3,10-dihydroxy-8-methoxy-6H-di-benzo[b,d]pyran-6-one OC=1C=CC2=C(OC(C3=C2C(=CC(=C3)OC)O)=O)C1